OC1=C(C(OC2=CC(=CC(=C12)C)C)=O)C=O 4-HYDROXY-5,7-DIMETHYL-2-OXO-2H-CHROMENE-3-CARBALDEHYDE